N1=C2C(=NC=C1)C=CC=C2 benzo[b]pyrazine